CNC(=O)C1=NC=C(C=C1)N1CCN(CC1)[C@@H](C)C=1C=NC=2C(=C(C(NC2C1)=O)C(F)(F)F)C (S)-N-methyl-5-(4-(1-(8-Methyl-6-oxo-7-(trifluoromethyl)-5,6-dihydro-1,5-naphthyridin-3-yl)ethyl)piperazin-1-yl)pyridineamide